phenyl(m-chlorophenyl)methylene(cyclopentadienyl)(dibenzofluorenyl)zirconium dichloride [Cl-].[Cl-].C1(=CC=CC=C1)C(=[Zr+2](C1=CC=CC2=C3C(=C4C=5C=CC=CC5CC4=C21)C=CC=C3)C3C=CC=C3)C3=CC(=CC=C3)Cl